NC1=C(C(=O)NC2CCC(CC2)O)C=C(C=N1)C1=CC=C(C=C1)[C@@]12CN(C[C@H]2C1)CC#CC 2-amino-5-(4-((1r,5s)-3-(but-2-yn-1-yl)-3-azabicyclo[3.1.0]hex-1-yl)phenyl)-N-((1r,4r)-4-hydroxycyclohexyl)nicotinamide